toluenesulfonylmethyl isocyanate C(C1=CC=CC=C1)S(=O)(=O)CN=C=O